[Ca].FC(C1(OCC(O1)C(=O)O)C(F)(F)F)(F)F 2,2-bis(trifluoromethyl)-1,3-dioxolane-4-carboxylic acid calcium